2-((1R,6S)-6-(difluoromethyl)-3-azabicyclo[4.1.0]heptan-3-yl)-N-(1-(4,4-difluoropiperidin-1-yl)-2-oxo-1,2-dihydropyridin-3-yl)-4-((2-hydroxyethyl)sulfonamido)benzamide FC([C@]12CCN(C[C@@H]2C1)C1=C(C(=O)NC=2C(N(C=CC2)N2CCC(CC2)(F)F)=O)C=CC(=C1)NS(=O)(=O)CCO)F